FC1(CCC(CC1)C(=O)NC=1C=C(C=CC1)C1=NC=C(C=N1)COC=1C=CC(=C(C(=O)O)C1)O)F 5-((2-(3-(4,4-diFluorocyclohexane-1-carboxamido)phenyl)pyrimidin-5-yl)methoxy)-2-hydroxybenzoic acid